((4-(1-(2-amino-2-oxoethyl)-1H-pyrazol-4-yl)-1-(4-(trifluoromethoxy)phenyl)-1H-pyrazolo[3,4-b]pyridin-3-yl)methyl)carbamic acid tert-butyl ester C(C)(C)(C)OC(NCC1=NN(C2=NC=CC(=C21)C=2C=NN(C2)CC(=O)N)C2=CC=C(C=C2)OC(F)(F)F)=O